1-hydroxy-5-oxo-N-(4-((4-(4-(trifluoromethyl)piperidin-1-yl)phenyl)amino)benzyl)pyrrolidine-3-carboxamide ON1CC(CC1=O)C(=O)NCC1=CC=C(C=C1)NC1=CC=C(C=C1)N1CCC(CC1)C(F)(F)F